NC([C@H](C1=CC=CC=C1)NC(=O)N1[C@H](C(NC2=C(C1)C=CC=C2)=O)[C@@H](C)CC)=O (S)-N-((S)-2-amino-2-oxo-1-phenylethyl)-3-((S)-sec-butyl)-2-oxo-1,2,3,5-tetrahydro-4H-benzo[e][1,4]diazepine-4-carboxamide